3-cyclopropyl-1-({2,2-difluorospiro[2.2]pentan-1-yl}methyl)-4-(trifluoromethyl)-1H-pyrazole-5-carboxylic acid C1(CC1)C1=NN(C(=C1C(F)(F)F)C(=O)O)CC1C(C12CC2)(F)F